(S)-3-((4-(trifluoromethyl)benzyl)amino)pyrrolidine-1,3-dicarboxylic acid 1-(tert-butyl) ester 3-methyl ester COC(=O)[C@]1(CN(CC1)C(=O)OC(C)(C)C)NCC1=CC=C(C=C1)C(F)(F)F